FC(C1=NC=CC=C1B(O)O)(F)F (2-(trifluoromethyl)pyridin-3-yl)boronic acid